S1C=NC2=C1C=CC(=C2)CN[C@H](C)C2=NC=CC=C2F (R)-N-(benzo[d]thiazol-5-ylmethyl)-1-(3-fluoropyridin-2-yl)ethan-1-amine